4-(benzylthio)butan-1-amine C(C1=CC=CC=C1)SCCCCN